tert-butyl (S)-((1-(5-(6-(3-cyanopyrrolo[1,2-b]pyridazin-7-yl)-4-(isopropylamino) pyridin-3-yl)-1,3,4-thiadiazole-2-carbonyl)pyrrolidin-2-yl)methyl)carbamate C(#N)C1=CC=2N(N=C1)C(=CC2)C2=CC(=C(C=N2)C2=NN=C(S2)C(=O)N2[C@@H](CCC2)CNC(OC(C)(C)C)=O)NC(C)C